C1(CC1)C=1C=C(C=CC1)NC(=O)NC(C)CCC1=CC=C(C=C1)OC 1-(3-cyclopropylphenyl)-3-(4-(4-methoxyphenyl)butan-2-yl)urea